(R)-N-(1-((3-chloro-4-fluorophenyl)amino)-6-methoxyisoquinolin-7-yl)-4-(3-fluoropyrrolidin-1-yl)butanamide ClC=1C=C(C=CC1F)NC1=NC=CC2=CC(=C(C=C12)NC(CCCN1C[C@@H](CC1)F)=O)OC